2,4-Dichloro-3-iodo-6-methyl-pyridine ClC1=NC(=CC(=C1I)Cl)C